4-Bromo-2-{2-[(3-fluorophenyl)(methyl)amino]acetamido}benzamide BrC1=CC(=C(C(=O)N)C=C1)NC(CN(C)C1=CC(=CC=C1)F)=O